BrC1=C(C=C2C(=CN(C2=C1)CC(C)(C)C)[C@@H](C(F)F)N[S@@](=O)C(C)(C)C)F (S)-N-((S)-1-(6-bromo-5-fluoro-1-neopentyl-1H-indol-3-yl)-2,2-difluoroethyl)-2-methylpropane-2-sulfinamide